O=C(C(=O)OCC)N(CC1=NC=C(C=N1)C1=CC=CC=C1)CC=O ethyl 2-oxo-2-((2-oxoethyl)((5-phenylpyrimidin-2-yl)methyl)amino)acetate